C(=C)[Si](O[Si](C)(C)C=C)(C)C.[Pt] Platinum (0) 1,3-divinyl-1,1,3,3-tetra-methyl-disiloxane